C(C=C)(=O)N(NC([C@H](CC1CCCCC1)NC([C@H]([C@@H](C)OC(C)(C)C)NC(OCC1=CC=CC=C1)=O)=O)=O)CC1C(NCC1)=O benzyl ((2S,3R)-1-(((2S)-1-(2-acryloyl-2-((2-oxopyrrolidin-3-yl)methyl)hydrazineyl)-3-cyclohexyl-1-oxopropan-2-yl) amino)-3-(tert-butoxy)-1-oxobutan-2-yl)carbamate